S1SSC(=C1)C(=O)[O-] trithiolate